N-[(1S)-3-[(2S)-2-ethyl-1-piperidyl]-1-[[(1S)-1-(4-fluoro-1H-benzimidazol-2-yl)ethyl]carbamoyl]-3-oxo-propyl]spiro[3.3]heptane-2-carboxamide C(C)[C@@H]1N(CCCC1)C(C[C@@H](C(N[C@@H](C)C1=NC2=C(N1)C=CC=C2F)=O)NC(=O)C2CC1(C2)CCC1)=O